N-(5-(4-((4-(pyridin-4-yloxy)phenyl)amino)quinazolin-6-yl)pyridin-3-yl)methanesulfonamide N1=CC=C(C=C1)OC1=CC=C(C=C1)NC1=NC=NC2=CC=C(C=C12)C=1C=C(C=NC1)NS(=O)(=O)C